2-methylmalonylcarnitine CC(C(=O)O)C(=O)OC(CC(=O)[O-])C[N+](C)(C)C